N-(1-(1-(3-chloro-4-((3,5-difluoropyridin-2-yl)methoxy-d2)-5',6-dimethyl-2-carbonyl-2H-[1,4'-bipyridine]-2'-yl)-4-fluoro-1H-pyrazol-3-yl)cyclobutyl)acetamide ClC=1C(N(C(=CC1OC([2H])([2H])C1=NC=C(C=C1F)F)C)C1=CC(=NC=C1C)N1N=C(C(=C1)F)C1(CCC1)NC(C)=O)=C=O